C(C)OC(/C(=C/N(C)C)/[N+]#[C-])=O (2Z)-3-(dimethylamino)-2-isocyano-prop-2-enoic acid ethyl ester